FC1=C(C=CC(=C1F)C=1C(=NN(C1)CC(=O)NC1=NC=C(C=C1)OC)C)C1=CN=C(N1C)C(=O)N 5-[2,3-difluoro-4-[1-[2-[(5-methoxy-2-pyridinyl)amino]-2-oxo-ethyl]-3-methyl-pyrazol-4-yl]phenyl]-1-methyl-imidazole-2-carboxamide